(S)-4-(5-cyclobutyl-7H-pyrrolo[2,3-d]pyrimidin-4-yl)-3-methylpiperazine-1-carboxylic acid tert-butyl ester C(C)(C)(C)OC(=O)N1C[C@@H](N(CC1)C=1C2=C(N=CN1)NC=C2C2CCC2)C